(4-((tert-butyldimethylsilyl)oxy)piperidin-1-yl)picolinic acid [Si](C)(C)(C(C)(C)C)OC1CCN(CC1)C=1C(=NC=CC1)C(=O)O